CS(=O)(=O)CCCN1N=CC(=C1)C=1N=C(C=2N(C1)N=CC2)C=2C=NN(C2)C(CC)CC 6-(1-(3-(methylsulfonyl)propyl)-1H-pyrazol-4-yl)-4-(1-(pent-3-yl)-1H-pyrazol-4-yl)pyrazolo[1,5-a]pyrazine